(1R)-1-[1-(2,2-dimethylpropyl)-5-fluoro-6-(4,4,5,5-tetramethyl-1,3,2-dioxaborolan-2-yl)indol-3-yl]-2,2,2-trifluoro-ethanamine CC(CN1C=C(C2=CC(=C(C=C12)B1OC(C(O1)(C)C)(C)C)F)[C@H](C(F)(F)F)N)(C)C